OC1(CC(C1)(C1=NN=CN1C)C=1C=C(C=CC1)N1CC2=C(C=C(C=C2C1=O)CN(C(OC(C)(C)C)=O)C1(CCC1)C)C(F)(F)F)C(F)(F)F tert-butyl ((2-(3-(3-hydroxy-1-(4-methyl-4H-1,2,4-triazol-3-yl)-3-(trifluoromethyl)cyclobutyl)phenyl)-3-oxo-7-(trifluoromethyl)isoindolin-5-yl)methyl)(1-methylcyclobutyl)carbamate